ClC1=C(C(=CC=C1)Cl)NC1=C(C=CC=C1)CC(=O)O (2-(2,6-dichlorophenylamino)phenyl)acetic acid